benzyl N-benzyl-N-[(1R)-1-[(2S)-6-hydroxy-5-iodo-tetrahydropyran-2-yl]ethyl]carbamate C(C1=CC=CC=C1)N(C(OCC1=CC=CC=C1)=O)[C@H](C)[C@H]1OC(C(CC1)I)O